4-((dimethylamino)methyl)-N-(3-methoxybenzyl)-N-(3-(4-methylpiperazin-1-yl)benzyl)aniline CN(C)CC1=CC=C(N(CC2=CC(=CC=C2)N2CCN(CC2)C)CC2=CC(=CC=C2)OC)C=C1